1-(((1r,4r)-4-aminocyclohexyl)methyl)-3-(pyridin-2-ylmethyl)-1H-benzo[d]imidazol-2(3H)-one NC1CCC(CC1)CN1C(N(C2=C1C=CC=C2)CC2=NC=CC=C2)=O